C1(CC1)C1=NC=NC(=C1C=1N=CC2=C(N1)C(=CN2)CC2=CC=C(C=C2)C=2N(C=C(N2)C(F)(F)F)C([2H])([2H])[2H])OC 2-(4-cyclopropyl-6-methoxy-pyrimidin-5-yl)-7-[[4-[1-(trideuteriomethyl)-4-(trifluoromethyl)imidazol-2-yl]phenyl]methyl]-5H-pyrrolo[3,2-d]pyrimidine